C(C)(=O)N[C@H]1C[C@H](CCC1)C(=O)NC1=NC=NC(=C1)C1=C2N(N=C1)CC(C2)(C)C (1s,3r)-3-acetamido-N-(6-(5,5-dimethyl-5,6-dihydro-4H-pyrrolo[1,2-b]pyrazol-3-yl)pyrimidin-4-yl)cyclohexanecarboxamide